(R)-N-(2-(4-Cyanothiazolidin-3-yl)-2-oxoethyl)-6-(2,2-difluoropropoxy)quinoline-4-carboxamide C(#N)[C@H]1N(CSC1)C(CNC(=O)C1=CC=NC2=CC=C(C=C12)OCC(C)(F)F)=O